6-(5-fluoropyridin-3-yl)pyrazin FC=1C=C(C=NC1)C1=CN=CC=N1